FC1=CC=C2C[C@H](N(CC2=C1)C(=O)OC(C)(C)C)CO tert-butyl (S)-7-fluoro-3-(hydroxymethyl)-3,4-dihydroisoquinoline-2(1H)-carboxylate